OC1=C(C=CC(=C1)OCCC)C(C)=O 1-(2-hydroxy-4-propoxyphenyl)ethan-1-one